Cl.N1CC(C1)C(=O)N1CCN(CC1)C1=NC=C(N=C1)C(F)(F)F Azetidin-3-yl-(4-(5-(trifluoromethyl)pyrazin-2-yl)piperazin-1-yl)methanone hydrochloride